C1(=CC=CC=C1)C1=NC(=NC(=N1)C1=CC=CC=C1)C=1C(=C(C(=C(C1C1=CC=NC=C1)N1C2=C(C=3C=CC=CC13)N=CC=C2)N2C1=C(C=3C=CC=CC23)N=CC=C1)N1C2=C(C=3C=CC=CC13)N=CC=C2)N2C1=C(C=3C=CC=CC23)N=CC=C1 5,5',5'',5'''-(5-(4,6-diphenyl-1,3,5-triazin-2-yl)-6-(pyridin-4-yl)benzene-1,2,3,4-tetrayl)tetrakis(5H-pyrido[3,2-b]indole)